ClC1=C(C=CC=2C(=C3N(C12)CCN(C3)C(CN3C(N(CC3=O)C)=O)=O)C=3C=NNC3)Cl 3-(2-(6,7-Dichloro-10-(1H-pyrazol-4-yl)-3,4-dihydropyrazino[1,2-a]indol-2(1H)-yl)-2-oxoethyl)-1-methylimidazolidine-2,4-dione